O[C@@H]1[C@H](CNC1)CNC(OCC1=CC=CC=C1)=O benzyl (((3R,4R)-4-hydroxypyrrolidin-3-yl)methyl)carbamate